CC1=NC(=NC(=C1)C)N1C[C@@H]2[C@H](C1)CN(C2)C(=O)C=2C(=NN1C2C=CC(=C1)F)C=1SC=CC1 [(3aR,6aS)-5-(4,6-dimethylpyrimidin-2-yl)hexahydropyrrolo[3,4-c]pyrrol-2(1H)-yl][6-fluoro-2-(thiophen-2-yl)pyrazolo[1,5-a]pyridin-3-yl]methanone